1,2-dimethylamino-2-methyl-1-propanol CNC(C(C)(C)NC)O